(6-(2-((2,2-difluoropropyl)amino)pyrrolo[2,1-f][1,2,4]triazin-5-yl)imidazo[1,2-a]pyridin-3-yl)(pyrrolidin-1-yl)methanone FC(CNC1=NN2C(C=N1)=C(C=C2)C=2C=CC=1N(C2)C(=CN1)C(=O)N1CCCC1)(C)F